C(C)OC(=O)C1=CC2=C(C=C(C3=C2C=C(O3)C)OC)S1.C1(=CC=CC=C1)C=1C(=NC=CC1)C1=C(C=CC=C1)C(C)C phenyl-(isopropylphenyl)pyridine ethyl-4-methoxy-2-methylthieno[3,2-e]benzofuran-7-carboxylate